(S)-5-amino-4-((Oxetan-2-ylmethyl)amino)thiophene-2-carboxylic acid methyl ester COC(=O)C=1SC(=C(C1)NC[C@H]1OCC1)N